2-(2,6-dioxopiperidin-3-yl)-5-(piperazin-1-yl-2,2,3,3,5,5,6,6-d8)isoindole O=C1NC(CCC1N1C=C2C=CC(=CC2=C1)N1C(C(NC(C1([2H])[2H])([2H])[2H])([2H])[2H])([2H])[2H])=O